7-chloro-8-(((2,2-dimethyl-1,3-dioxan-5-yl)methyl)thio)-4-hydroxy-6-(trifluoromethyl)quinazolin-2(1H)-one ClC1=C(C=C2C(=NC(NC2=C1SCC1COC(OC1)(C)C)=O)O)C(F)(F)F